ClC1=CC=C(C=C1)NC(C(C(C)C)NC(CC1N(C(CC1)=O)CC1=C(C(=CC=C1)F)F)=O)=O N-(4-Chlorophenyl)-2-(2-(1-(2,3-difluorobenzyl)-5-oxopyrrolidin-2-yl)acetamido)-3-methylbutanamide